C(CCCCCCCCCCCCCCCCC)(=O)O[C@@H]1[C@@](O[C@H](C1)N1C2=NC(=NC(=C2N=C1)N)F)(C#C)CO[P@](=O)(OC1=CC=CC=C1)N[C@H](C(=O)OCC(CC)CC)CC1=CC=CC=C1 (2R,3S,5R)-5-(6-Amino-2-fluoro-9H-purin-9-yl)-2-((((S)-(((S)-1-(2-ethylbutoxy)-1-oxo-3-phenylpropan-2-yl)amino)(phenoxy)phosphoryl) oxy)methyl)-2-ethynyltetrahydrofuran-3-yl stearate